N,N-dimethyl-N'-(phenylsulfonyl)formimidamide CN(C=NS(=O)(=O)C1=CC=CC=C1)C